CS(=O)(=O)OCC1C[C@H](N(C1)C(CNC(=O)C=1C=CC=2SC3=CC=CC=C3OC2C1)=O)C(=O)OCC1=CC=CC=C1 benzyl (2S)-4-(((methylsulfonyl)oxy)methyl)-1-((phenoxathiine-3-carbonyl)glycyl)pyrrolidine-2-carboxylate